4-(6-fluoro-3-pyridyl)-6-methoxypyrazolo[1,5-a]pyridine FC1=CC=C(C=N1)C=1C=2N(C=C(C1)OC)N=CC2